FC(C1=NC=CC(=C1)N1C[C@@H](CC1)C(=O)N1CC=2N=C3COCC3=C(C2C1)C)F [1-(2-Difluoromethyl-pyridin-4-yl)-pyrrolidin-3(R)-yl]-(8-methyl-5,7-dihydro-1H,3H-2-oxa-4,6-diaza-s-indacen-6-yl)-methanone